CC12CC3(CC(CC(C1)(C3)C)C2)N 3,5-dimethyl-adamantan-1-amine